6-ethyl-6'-fluoro-1'H-1,2'-bibenzo[d]imidazole C(C)C=1C=CC2=C(N(C=N2)C2=NC3=C(N2)C=C(C=C3)F)C1